FC(C1(OC(CCS1)=O)C(F)(F)F)(F)F 2,2-bis(trifluoro-methyl)-1,3-oxathian-6-one